3-oxo-5,6,8,8a-tetrahydro-1H-oxazolo[3,4-a]pyrazine-8-carboxylic acid O=C1OCC2N1CCNC2C(=O)O